N-(1-isopropyl-3-(trifluoromethyl)-1H-pyrazolo[3,4-d]pyrimidin-6-yl)-6-methoxy-2-methyl-1,2,3,4-tetrahydroisoquinolin-7-amine C(C)(C)N1N=C(C=2C1=NC(=NC2)NC2=C(C=C1CCN(CC1=C2)C)OC)C(F)(F)F